6-Methyl-2H,4H-spiro[pyrido[3,2-b][1,4]oxazine-3,3'-pyrrolidine]-1',4-dicarboxylic acid di-tert-butyl ester C(C)(C)(C)OC(=O)N1CC2(CC1)N(C1=C(OC2)C=CC(=N1)C)C(=O)OC(C)(C)C